COC1(COCC1)C1=CC(=CC(=N1)N1CC2(C=3C=NC(=CC31)NC(C)=O)CC2)C N-(1'-(6-(3-methoxytetrahydrofuran-3-yl)-4-methylpyridin-2-yl)-1',2'-dihydrospiro[cyclopropane-1,3'-pyrrolo[3,2-c]pyridin]-6'-yl)acetamide